1-(diphenylphosphoryl)-4-phenylisoquinoline-3-carboxylic acid methyl ester COC(=O)C=1N=C(C2=CC=CC=C2C1C1=CC=CC=C1)P(=O)(C1=CC=CC=C1)C1=CC=CC=C1